C[C@@H]1CN(C[C@@H](N1)C)C(C)=O 1-((3r,5s)-3,5-dimethylpiperazin-1-yl)ethan-1-one